FC=1C=C(C=CC1F)N1C(CC[C@@H]1C1=NC2=C(N1[C@H]1CN(CC1)S(=O)(=O)C)C=CC(=C2)C=2C(=NOC2C)C)=O (R)-1-(3,4-difluorophenyl)-5-(5-(3,5-dimethylisoxazol-4-yl)-1-((R)-1-(methanesulfonyl)pyrrolidin-3-yl)-1H-benzo[d]imidazol-2-yl)pyrrolidin-2-one